6-chloro-3-(((1R)-1-(2-cyano-3-(2-hydroxy-8-azaspiro[4.5]decan-8-yl)-7-methylquinoxalin-5-yl)ethyl)amino)picolinic acid ClC1=CC=C(C(=N1)C(=O)O)N[C@H](C)C1=C2N=C(C(=NC2=CC(=C1)C)C#N)N1CCC2(CCC(C2)O)CC1